C(=O)O.N1CC(C1)NC1CN(C1)C(CC1=NC=C(C=N1)C=1C=CC=2N(C1)C(=C(N2)CC)N(C=2SC(=C(N2)C2=CC=C(C=C2)F)C#N)C)=O 2-((6-(2-(2-(3-(azetidin-3-ylamino)azetidin-1-yl)-2-oxoethyl)pyrimidin-5-yl)-2-ethylimidazo[1,2-a]pyridin-3-yl)(methyl)amino)-4-(4-fluorophenyl)thiazole-5-carbonitrile formate